[N+](=O)([O-])C1=CC=C(C=C1)C(C1=C(C=CC(=C1)[N+](=O)[O-])O)C1=C(C=CC(=C1)[N+](=O)[O-])O 2,2'-((4-nitrophenyl)methylene)bis(4-nitrophenol)